O=C1N(C(C=C1)=O)CCC(=O)N 3-(2,5-dioxo-2,5-dihydro-1H-pyrrol-1-yl)propanamide